O.OC1[C@H](O)[C@@H](O)[C@H](O[C@H]2[C@H](O)[C@@H](O)[C@@H](O)[C@H](O2)CO)[C@H](O1)CO.O.O.OC1[C@H](O)[C@@H](O)[C@H](O[C@H]2[C@H](O)[C@@H](O)[C@@H](O)[C@H](O2)CO)[C@H](O1)CO lactose sesquihydrate